N-{[(2R)-pyrrolidin-2-yl]methyl}-1-[3-(trifluoromethyl)phenyl]cyclobutan-1-amine N1[C@H](CCC1)CNC1(CCC1)C1=CC(=CC=C1)C(F)(F)F